(5s,8r)-N-(2-chloro-6-methylbenzyl)-5-fluoro-8-hydroxy-5,6,7,8-tetrahydroquinoline-5-carboxamide ClC1=C(CNC(=O)[C@]2(C=3C=CC=NC3[C@@H](CC2)O)F)C(=CC=C1)C